Boron-lithium [Li].[B]